FC1=CC=C(OC=2SC(=C(N2)C)/C=C(/C(=O)C=2C(OC(=CC2O)CCC/C=C/C(=O)OC)=O)\C)C=C1 methyl (E)-6-(3-((E)-3-(2-(4-fluorophenoxy)-4-methylthiazol-5-yl)-2-methylacryloyl)-4-hydroxy-2-oxo-2H-pyran-6-yl)hex-2-enoate